Cl.FC(OC1=CC=C(C=C1)S(=O)(=O)N1CC=2CNCC2C1)F 2-((4-(difluoromethoxy)phenyl)sulfonyl)-1,2,3,4,5,6-hexahydropyrrolo[3,4-c]pyrrole hydrochloride